2-(chloromethyl)-4-methoxybenzo[d]oxazole ClCC=1OC2=C(N1)C(=CC=C2)OC